3-(3-fluoro-4-(4-N-methylpiperidin-4-ylpiperazino)phenyl)-1H-1,2,4-triazole-3,5-diamine FC=1C=C(C=CC1N1C(CN(CC1)C)C1CCNCC1)C1(NNC(=N1)N)N